[Cu].[W] tungsten copper salt